6-(3,5-dichloro-4-((5-isopropyl-6-oxo-1,6-dihydropyridazin-3-yl)oxy)phenyl)-3,5-dioxin ClC=1C=C(C=C(C1OC1=NNC(C(=C1)C(C)C)=O)Cl)C=1OCOCC1